phenethyl 2-methylvalerate CC(C(=O)OCCC1=CC=CC=C1)CCC